C(C)(C)(C)OC(=O)N([C@H](C(=O)OC)CC1=CC=C(C=C1)C(C)(C)C)C Methyl (2S)-2-[[(tert-butoxy)carbonyl](methyl)amino]-3-(4-tert-butylphenyl)propanoate